4-(((4-(benzo[d]oxazol-2-yl)-5-hydroxy-1-methyl-6-oxo-1,6-dihydropyrimidin-2-yl)(methyl)amino)(phenyl)methyl)benzonitrile O1C(=NC2=C1C=CC=C2)C=2N=C(N(C(C2O)=O)C)N(C)C(C2=CC=C(C#N)C=C2)C2=CC=CC=C2